C(#N)C(C(C#N)(C#N)C#N)NCCCN N'-tetracyanoethyl-1,3-propanediamine